O=C1NC(CC[C@@H]1NC(=O)C1=CN=C2N1C=CC=C2)=O (S)-N-(2,6-Dioxopiperidin-3-yl)imidazo[1,2-a]pyridine-3-carboxamide